2-[(4-{6-[(4-chloro-2-fluorobenzyl)oxy]pyridin-2-yl}piperidin-1-yl)methyl]-1-[(1-methylazetidin-3-yl)methyl]-1H-benzimidazole-6-carboxylic acid ClC1=CC(=C(COC2=CC=CC(=N2)C2CCN(CC2)CC2=NC3=C(N2CC2CN(C2)C)C=C(C=C3)C(=O)O)C=C1)F